(4-(1-(2-methoxyethyl)piperidin-4-yl)phenyl)boronic acid COCCN1CCC(CC1)C1=CC=C(C=C1)B(O)O